N[C@H](C(=O)OCCCC)CCS(=O)(=N)CCC(C)(C)C (2S)-butyl 2-amino-4-(3,3-dimethylbutylsulfonimidoyl)butanoate